O=C1NC(CCC1N1C(C2=CC=C(C=C2C1)O[C@@H]1[C@@H](CCCC1)NCC1=C(C#N)C=CC=C1)=O)=O 2-((((1R,2S)-2-((2-(2,6-dioxopiperidin-3-yl)-1-oxoisoindolin-5-yl)oxy)cyclohexyl)amino)methyl)benzonitrile